3-[(1H-1,3-benzodiazol-2-yl)amino]-3-(4-fluoro-3,5-dimethylphenyl)methylpropanamide methyl-6-hydroxy-5-picolinate COC(C=1C=CC=NC1O)=O.N1C(=NC2=C1C=CC=C2)NC(CC(=O)N)CC2=CC(=C(C(=C2)C)F)C